FC1=C(CN2C=NN(C2=O)C2=CC=C(OC3=C(N=C(S3)N3CC(C3)C(C)(C)NC(OC(C)(C)C)=O)C)C=C2)C(=CC=C1)F tert-butyl (2-(1-(5-(4-(4-(2,6-difluorobenzyl)-5-oxo-4,5-dihydro-1H-1,2,4-triazol-1-yl) phenoxy)-4-methylthiazol-2-yl)azetidin-3-yl)propan-2-yl)carbamate